Cl.FC1=C(C=C(C(=C1)C1CCNCC1)F)C1C(NC(CC1)=O)=O 3-(2,5-difluoro-4-(piperidin-4-yl)phenyl)piperidine-2,6-dione HCl salt